C(C)(C)(C)OC(=O)C=1N=CN2C1N(C(C1=CC(=CC(=C21)C(C)O)C)=O)C 9-(1-hydroxyethyl)-4,7-dimethyl-5-oxo-4,5-dihydroimidazo[1,5-a]quinazoline-3-carboxylic acid tert-butyl ester